C(C)(C)(C)OC(=O)N1CCC(CC1)C=1C=C2C(=C(N(C2=CC1)C(=O)OC(C)(C)C)C1=CN(C(C(=C1)C=C)=O)CC)C(C)C Tert-butyl 5-(1-(tert-butoxycarbonyl) piperidin-4-yl)-2-(1-ethyl-6-oxo-5-vinyl-1,6-dihydropyridin-3-yl)-3-isopropyl-1H-indole-1-carboxylate